C(C)NC=1C(=NC=CC1)N1CCN(CC1)CC([C@H]1[C@@H](C[C@H]2[C@@H]3CCC4=CC(C=C[C@]4(C)C3=CC[C@]12C)=O)C)=O 21-[4-[3-(ethylamino)-2-pyridinyl]piperazinyl]-16α-methylpregna-1,4,9(11)-trien-3,20-dione